C(C=C)(=O)N1[C@@H]2CN([C@@H]2CC1)C1=C(C(=NC2=CC(=C(C=C12)F)C1=CN=CC2=CC=CC(=C12)Cl)OCC12CCCN2CCC1)CC#N 4-((1R,5R)-2-acryloyl-2,6-diazabicyclo[3.2.0]hept-6-yl)-7-(5-chloroisoquinolin-4-yl)-6-fluoro-2-((tetrahydro-1H-pyrrolizin-7a(5H)-yl)methoxy)quinoline-3-acetonitrile